[2-[6-[[5-(4-fluorophenyl)thiazol-2-yl]amino]imidazo[4,5-c]pyridin-1-yl]ethyl]-1-prop-2-enoyl-pyrrolidine-2-carboxamide FC1=CC=C(C=C1)C1=CN=C(S1)NC1=CC2=C(C=N1)N=CN2CCC2(N(CCC2)C(C=C)=O)C(=O)N